C(\C=C/CCCCCC)OC(CCCCCCCOC(C(CCC(=O)OCCCCCCCC(=O)OC\C=C/CCCCCC)O)=O)=O.BrC1=CC=C(C=C1)N1[C@H](COCC1)C(F)(F)F (R)-4-(4-bromophenyl)-3-(trifluoromethyl)morpholine Bis(8-(((Z)-non-2-en-1-yl)oxy)-8-oxooctyl)2-hydroxypentanedioate